Ethyl 4,6-dichloropyrimidine-2-carboxylate ClC1=NC(=NC(=C1)Cl)C(=O)OCC